4-[(1R)-1-aminopropyl]-6-(dimethyl-amino)-2-{6-[(5R)-5-(fluoromethyl)-6,7-dihydro-5H-pyrrolo[2,1-c][1,2,4]triazol-3-yl]pyridin-2-yl}-2,3-dihydro-1H-pyrrolo[3,4-c]pyridin-1-one N[C@H](CC)C1=NC(=CC2=C1CN(C2=O)C2=NC(=CC=C2)C=2N1C(=NN2)CC[C@@H]1CF)N(C)C